S1C=COC1 4-oxathiophene